bis(1,2,2,6,6-pentamethyl-4-piperidyl)[[3,5-bis(1,1-dimethyl ethyl)-4-hydroxyphenyl]methyl]butylmalonate CN1C(CC(CC1(C)C)OC(C(C(=O)OC1CC(N(C(C1)(C)C)C)(C)C)(CCCC)CC1=CC(=C(C(=C1)C(C)(C)C)O)C(C)(C)C)=O)(C)C